BrC1=CC(=NC(=C1)C)C=O 4-bromo-6-methylpyridine-2-formaldehyde